4-((2-(2-(trifluoromethyl)cyclopropyl)-1H-imidazol-4-yl)methyl)pyridine FC(C1C(C1)C=1NC=C(N1)CC1=CC=NC=C1)(F)F